CC(C(=O)O)CC (2'R)-methylbutyric acid